1-(2-chloro-3,5-dimethoxymethylphenyl)-3-(2-methoxyphenyl)-(2E)-2-propen-1-one ClC1=C(C=C(C=C1COC)COC)C(\C=C\C1=C(C=CC=C1)OC)=O